bismuth (V) bis(trichloroacetate) ClC(C(=O)[O-])(Cl)Cl.ClC(C(=O)[O-])(Cl)Cl.[Bi+5]